C(CNC(OC[C@H]1NCCC1)=O)NC(OC(C)(C)C)=O tert-butyl [(2S)-pyrrolidin-2-yl]methyl ethane-1,2-diylbiscarbamate